ethane-1,2-diyl bis(2-((S)-2-((R)-1-((2S,3R)-3-hydroxy-2-(6-phenylpicolinamido) butanamido)-3-methylbutyl)-5-oxo-1,3,2-dioxaborolan-4-yl)acetate) O[C@@H]([C@@H](C(=O)N[C@@H](CC(C)C)B1OC([C@@H](O1)CC(=O)OCCOC(C[C@@H]1OB(OC1=O)[C@H](CC(C)C)NC([C@H]([C@@H](C)O)NC(C1=NC(=CC=C1)C1=CC=CC=C1)=O)=O)=O)=O)NC(C1=NC(=CC=C1)C1=CC=CC=C1)=O)C